OC1=C(C=C(CNC2=C3NC=NC3=NC=N2)C=C1)OC 6-(4-hydroxy-3-methoxybenzylamino)purine